NC=1C=C(C=NC1O)C1=CC=C(C=C1)[C@@H](CCN1CCCCC1)NC(=O)C1=CC=2C(=NC=3CC[C@@H](CC3C2)C(C)(C)C)S1 (6S)-N-{(1R)-1-[4-(5-amino-6-hydroxypyridin-3-yl)phenyl]-3-piperidin-1-ylpropyl}-6-tert-butyl-5,6,7,8-tetrahydrothieno[2,3-b]quinoline-2-carboxamide